FC1([C@H]2[C@@H](N([C@@H](C1)CC2)C(=O)C=2NC1=CC=CC(=C1C2)OC)C(=O)N[C@H](\C=C\2/C(OCC2)=O)C[C@H]2C(NCC2)=O)F (1R,3R,4R)-5,5-difluoro-2-(4-methoxy-1H-indole-2-carbonyl)-N-((S,Z)-1-(2-oxodihydrofuran-3(2H)-ylidene)-3-((S)-2-oxopyrrolidin-3-yl)propan-2-yl)-2-azabicyclo[2.2.2]octane-3-carboxamide